Benzyl 6-{[2-(4-methoxyphenyl) [1,2,4]triazolo[1,5-c]quinazolin-5-yl] amino}-5-oxo-1,4-diazacycloheptane-1-carboxylate COC1=CC=C(C=C1)C1=NN2C(=NC=3C=CC=CC3C2=N1)NC1C(NCCN(C1)C(=O)OCC1=CC=CC=C1)=O